C(C=C)(=O)N1CC(CC1)C=1N=C(N2C(=NC=CC21)N)C2=CC=C(OC=1C=C(C(=O)O)C=CN1)C=C2 2-(4-(1-(1-acryloylpyrrolidin-3-yl)-5-aminoimidazo[1,5-c]pyrimidin-3-yl)phenoxy)isonicotinic acid